3-Methyl-4-oxo-piperidine-1-carboxylic acid benzyl ester C(C1=CC=CC=C1)OC(=O)N1CC(C(CC1)=O)C